COC=1C(=CC2=C(CCCC(N2)=O)C1)OC 7,8-dimethoxy-1,3,4,5-tetrahydro-benzoazepin-2-one